(3S,4S)-tert-butyl 3-((3,5-difluoro-6-(6-(2-oxopyrrolidin-1-yl)imidazo[1,2-a]pyrazin-3-yl)pyridin-2-yl)amino)-4-fluoropiperidine-1-carboxylate FC=1C(=NC(=C(C1)F)C1=CN=C2N1C=C(N=C2)N2C(CCC2)=O)N[C@H]2CN(CC[C@@H]2F)C(=O)OC(C)(C)C